(naphthylphenyl)[(benzophenanthrenyl)phenyl]anthracene-d8 C1(=CC=CC2=CC=CC=C12)C1=C(C=CC=C1)C1=C2C(=C(C(=C(C2=C(C=2C(=C(C(=C(C12)[2H])[2H])[2H])[2H])[2H])[2H])[2H])[2H])C1=C(C=CC=C1)C1=C2C=3C=CC=CC3C3=C(C2=CC=C1)C=CC=C3